FC=1C=2N(C=C(C1)NC(=O)C1=CC=C(C3=CNN=C13)N1CCN(CC1)C(=O)OC(C)(C)C)C=C(N2)C tert-butyl 4-[7-({8-fluoro-2-methylimidazo[1,2-a]pyridin-6-yl} carbamoyl)-2H-indazol-4-yl]piperazine-1-carboxylate